(2RS)-2-(5-Fluoro-2-hydroxy-phenyl)-2-[6-[2-[4-[(4-hydroxy-1-piperidyl)methyl]phenyl]ethynyl]-1-oxo-isoindolin-2-yl]-N-thiazol-2-yl-acetamid FC=1C=CC(=C(C1)[C@H](C(=O)NC=1SC=CN1)N1C(C2=CC(=CC=C2C1)C#CC1=CC=C(C=C1)CN1CCC(CC1)O)=O)O |r|